[4-[(1S,4S,5R)-5-[[5-cyclopropyl-3-(2,6-dichlorophenyl)-1,2-oxazol-4-yl]methoxy]-2-azabicyclo[2.2.1]heptan-2-yl]-3-fluorophenyl]methane C1(CC1)C1=C(C(=NO1)C1=C(C=CC=C1Cl)Cl)CO[C@H]1[C@@H]2CN([C@H](C1)C2)C2=C(C=C(C=C2)C)F